(rac)-2'-[6-amino-5-(trifluoromethyl)pyridin-3-yl]-N-[2-(pyridin-2-yl)propan-2-yl]-5',6'-dihydrospiro[pyrrolidine-3,4'-pyrrolo[1,2-b]pyrazole]-1-carboxamide NC1=C(C=C(C=N1)C=1C=C2N(N1)CC[C@]21CN(CC1)C(=O)NC(C)(C)C1=NC=CC=C1)C(F)(F)F |r|